3-(3-(4,6-dimethoxypyrimidin-2-yl)-6-fluoro-2-oxo-2,3-dihydrobenzothiazol-5-yl)-1,5-dimethyl-6-thioxo-1,3,5-triazine-2,4-dione COC1=NC(=NC(=C1)OC)N1C(SC2=C1C=C(C(=C2)F)N2C(N(C(N(C2=O)C)=S)C)=O)=O